ethyl 4-formamido-2-(methylthio)thiazole-5-carboxylate C(=O)NC=1N=C(SC1C(=O)OCC)SC